diimidazopyridine N1=CN=C2C1=C1C(C=N2)=NC=N1